C1(CC1)C1=C(C=C(C=C1)[C@@H](NC(=O)[C@H]1N(C[C@@H](C1)F)C(CC=1C=CC=2N(C1)N=CN2)=O)C2=CC=CC=C2)F (2S,4R)-N-[(S)-(4-cyclopropyl-3-fluorophenyl)(phenyl)methyl]-4-fluoro-1-(2-{[1,2,4]triazolo[1,5-a]pyridin-6-yl}acetyl)pyrrolidine-2-carboxamide